isothiazol-5-one-1,1-dioxide S1(NC=CC1=O)(=O)=O